methyl 2,6,6-trimethylcyclohexa-1,3-diene-1-carboxylate CC1=C(C(CC=C1)(C)C)C(=O)OC